CC1=CC=CC(=N1)C1=C(N=CN1)C=1C=C2C=C(C=NC2=CC1)NCCN1CCC(CC1)C(=O)O 1-[2-[[6-[5-(6-methyl-2-pyridyl)-1H-imidazol-4-yl]-3-quinolyl]amino]ethyl]piperidine-4-carboxylic acid